trimethylmethan-1-ylammonium C[N+](C)(C)C